C(C=CCCCC)(=O)O 2-heptenoic acid